CN(C(OC(C)(C)C)=O)CCCNC tert-butyl methyl(3-(methylamino)propyl)carbamate